N1C(CCCC2=C1C=CC=C2)C=2C1=C(N=C(N2)N)C=NN1.[C].[Ru].[Pt] Platinum-ruthenium carbon 7-(1,3,4,5-Tetrahydro-2H-benzazepin-2-yl)-1H-pyrazolo[4,3-d]pyrimidin-5-amine